C(C)(C)(C)OC(NCCNC(C1=CC=C(C=C1)CS)=O)=O (2-(4-(mercaptomethyl)benzoylamino)ethyl)carbamic acid tert-butyl ester